1-bromo-3-(methoxymethyl)benzenehomoveratraldehyde BrC1(CC(=CC=C1)COC)C1=CC(=C(C=C1CC=O)OC)OC